3-ethyl-2-azabicyclo[2.2.1]Heptane C(C)C1NC2CCC1C2